(2-methyl-6-azabicyclo[3.1.1]heptan-6-yl)(pyridin-2-yl)methanone CC1C2N(C(CC1)C2)C(=O)C2=NC=CC=C2